(6'-fluoro-1'-methyl-spiro[cyclohexane-1,3'-indoline]-4-yl)aniline FC1=CC=C2C3(CN(C2=C1)C)CCC(CC3)NC3=CC=CC=C3